methyl (1r,4r)-4-((((6-(3'-amino-2-chloro-2'-methyl-[1,1'-biphenyl]-3-yl)-2-methoxypyridin-3-yl)methyl)(methyl)amino)methyl)cyclohexane-1-carboxylate NC=1C(=C(C=CC1)C1=C(C(=CC=C1)C1=CC=C(C(=N1)OC)CN(C)CC1CCC(CC1)C(=O)OC)Cl)C